methyl 3-bromo-11-methoxy-5-thia-10,13-diazatricyclo[7.4.0.02,6]trideca-1(9),2(6),3,7,10,12-hexaene-4-carboxylate BrC=1C=2C=3N=CC(=NC3C=CC2SC1C(=O)OC)OC